C(C1=CC=CC=C1)OC(=O)N1CC2C(C(C1)C2)=CC(=O)OCC.C(C)OC2=C(C=CC=C2)C2CCN(CC2)[C@H]2CC1(CN(C1)C(=O)C1(CC1)F)CC2 (R)-(6-(4-(2-ethoxyphenyl)piperidin-1-yl)-2-azaspiro[3.4]oct-2-yl)(1-fluorocyclopropyl)methanone benzyl-6-(2-ethoxy-2-oxoethylidene)-3-azabicyclo[3.1.1]heptane-3-carboxylate